tert-butyl (S)-((8-(4''-((1-Aminocyclopropyl)methyl)-2,2'-dichloro-[1,1':3',1''-terphenyl]-3-yl)-4-oxo-4H-pyrido[1,2-a]pyrimidin-3-yl)methyl)((5-oxopyrrolidin-2-yl)methyl)carbamate NC1(CC1)CC1=CC=C(C=C1)C=1C(=C(C=CC1)C1=C(C(=CC=C1)C1=CC=2N(C(C(=CN2)CN(C(OC(C)(C)C)=O)C[C@H]2NC(CC2)=O)=O)C=C1)Cl)Cl